N[C@@H](CC[Se]C)C(=O)O.[Se] Selenium L-selenomethionine